azido(4-methylphenyl)dioxo-lambda6-sulfane N(=[N+]=[N-])S(=O)(=O)C1=CC=C(C=C1)C